C(C)(C)(C)OC(=O)N1[C@@H]2CN([C@H](C1)C2)C2=CC=C(C=C2)NC(=O)OC (1S,4S)-5-(4-((methoxycarbonyl)amino)phenyl)-2,5-diazabicyclo[2.2.1]Heptane-2-carboxylic acid tert-butyl ester